1-((1R,5R,7S)-6-(7-(8-ethynyl-7-fluoronaphthalen-1-yl)-8-fluoro-2-methoxy-1,6-naphthyridin-4-yl)-7-methyl-2,6-diazabicyclo[3.2.0]heptan-2-yl)prop-2-en-1-one C(#C)C=1C(=CC=C2C=CC=C(C12)C1=NC=C2C(=CC(=NC2=C1F)OC)N1[C@@H]2CCN([C@@H]2[C@@H]1C)C(C=C)=O)F